hexyne CCCCC#C